ClC=1C=CC(=C(C1)C1=CC(N(C=C1F)C(CC1=CC=CC=C1)C1=NC2=C(N1)C=CC(=C2)S(=O)(=O)N)=O)N2N=NN=C2 2-(1-(4-(5-chloro-2-(1H-tetrazol-1-yl)phenyl)-5-fluoro-2-oxopyridin-1(2H)-yl)-2-phenylethyl)-1H-benzo[d]imidazole-5-sulfonamide